5-cyclopropyl-N3-methyl-1-(3-methylbenzyl)-1H-pyrazole-3,5-dicarboxamide C1(CC1)C1(C=C(NN1CC1=CC(=CC=C1)C)C(=O)NC)C(=O)N